N-[2-[4-[N-(hexyloxycarbonyl)amidino]phenylaminomethyl]-1-methyl-1H-benzimidazol-5-ylcarbonyl]-N-(2-pyridyl)-beta-alanine ethyl ester mesylate S(C)(=O)(=O)O.C(C)OC(CCN(C1=NC=CC=C1)C(=O)C1=CC2=C(N(C(=N2)CNC2=CC=C(C=C2)C(NC(=O)OCCCCCC)=N)C)C=C1)=O